FC=1C=C(C=CC1)C=1CC[C@@H](CN1)C |r| rac-(3S)-6-(3-Fluorophenyl)-3-methyl-2,3,4,5-tetrahydropyridine